1-[3-(methoxyethyl)-4-(hydroxymethyl)-imidazol-3-ium-2-yl]ethanone COCC[N+]1=C(NC=C1CO)C(C)=O